ClC1=C(C=C(C(=C1)F)C1=NC=C(C=C1Cl)OC(F)F)C1=NOC(C1)(C(=O)OCC)C ethyl 3-[2-chloro-5-[3-chloro-5-(difluoromethoxy)-2-pyridyl]-4-fluoro-phenyl]-5-methyl-4H-isoxazole-5-carboxylate